ClC=1C=CC(=NC1)C1(OC2=C(O1)C=CC=C2C2=CC(=C(CC1=NC3=C(N1CC1(CC1)CF)C=C(C=C3)C(=O)O)C(=C2)F)F)C 2-(4-(2-(5-chloropyridin-2-yl)-2-methylbenzo[d][1,3]dioxol-4-yl)-2,6-difluorobenzyl)-1-((1-(fluoromethyl)cyclopropyl)methyl)-1H-benzo[d]imidazole-6-carboxylic acid